N2-(benzo[d][1,3]dioxol-5-yl)-N4-(cyclopropylmethyl)-5-(trifluoromethyl)pyrimidine-2,4-diamine O1COC2=C1C=CC(=C2)NC2=NC=C(C(=N2)NCC2CC2)C(F)(F)F